CN([C@@H]1CN(CC1)CC=1C=C(C=C(C1)C(F)(F)F)NC(=O)C1=CSC=2CN(CCC21)C(=O)C2=CN=C1N2C=CC=C1)C (S)-N-(3-((3-(Dimethylamino)pyrrolidin-1-yl)methyl)-5-(trifluoromethyl)phenyl)-6-(imidazo[1,2-a]pyridin-3-carbonyl)-4,5,6,7-tetrahydrothieno[2,3-c]pyridin-3-carboxamid